N-(4-(4,4-difluoropiperidin-1-yl)-1-methyl-1,3-dihydrofuro[3,4-c]pyridin-6-yl)-4-((2-hydroxyethyl)sulfonamido)-2-(6-azaspiro[2.5]octane-6-yl)benzamide FC1(CCN(CC1)C1=NC(=CC2=C1COC2C)NC(C2=C(C=C(C=C2)NS(=O)(=O)CCO)N2CCC1(CC1)CC2)=O)F